ClC1=C(C=CC=C1Cl)S(=O)(=O)NC=1C(=C(C(=O)O)C(=C(C1)F)F)F 3-((2,3-dichlorophenyl)sulfonylamino)-2,5,6-trifluorobenzoic acid